7-[(3R)-3-methyl-1,2,3,4-tetrahydroisoquinoline-2-carbonyl]-N-phenyl-1,2,3,4-tetrahydroisoquinoline-2-carboxamide C[C@H]1N(CC2=CC=CC=C2C1)C(=O)C1=CC=C2CCN(CC2=C1)C(=O)NC1=CC=CC=C1